CON(C(COC[C@@H](CC(C)C)[C@H]1N(C(OC1)(C)C)C(=O)OC(C)(C)C)=O)C tert-butyl (4R)-4-[(1S)-1-[[2-[methoxy(methyl)amino]-2-oxo-ethoxy]methyl]-3-methyl-butyl]-2,2-dimethyl-oxazolidine-3-carboxylate